C(N)(=O)C1=C(C(=CC(=C1)Cl)C)NC(=O)C=1N(N=C(C1)C(F)(F)F)CC(F)F N-(2-carbamoyl-4-chloro-6-methyl-phenyl)-2-(2,2-difluoroethyl)-5-(trifluoromethyl)pyrazole-3-carboxamide